FC(C(=O)C=1C2=CC=CC=C2C=2C=CC=CC2C1)(F)F 9-trifluoroacetyl-phenanthrene